2'-(5-Fluoro-2-((1-(methylsulfonyl)piperidin-4-yl)amino)pyrimidin-4-yl)-3',5'-dimethylspiro[oxetane-3,6'-thieno[2,3-c]pyrrol]-4'(5'H)-one FC=1C(=NC(=NC1)NC1CCN(CC1)S(=O)(=O)C)C1=C(C2=C(C3(N(C2=O)C)COC3)S1)C